4-[1-[4-[bis(4-methylphenyl)amino]phenyl]cyclohexyl]-N-(3-methylphenyl)-N-(4-methylphenyl)benzenamine CC1=CC=C(C=C1)N(C1=CC=C(C=C1)C1(CCCCC1)C1=CC=C(C=C1)N(C1=CC=C(C=C1)C)C1=CC(=CC=C1)C)C1=CC=C(C=C1)C